FC=1C=C2C(=CNC2=CC1)C(C(=O)Cl)=O 2-(5-fluoro-1H-indol-3-yl)-2-oxoacetyl chloride